N-(5-((6-((R)-3-(2-fluoro-3-methylphenyl)isoxazolidine-2-yl)pyrimidine-4-yl)amino)-4-methoxy-2-morpholinophenyl)acrylamide FC1=C(C=CC=C1C)[C@@H]1N(OCC1)C1=CC(=NC=N1)NC=1C(=CC(=C(C1)NC(C=C)=O)N1CCOCC1)OC